5-fluoro-2-((4-((3S)-3-((7-((hexahydropyrrolo[3,4-c]pyrrol-2(1H)-yl)sulfonyl)-2,7-Diazaspiro[3.5]nonan-2-yl)methyl)pyrrolidin-1-yl)pyrimidin-5-yl)oxy)-N,N-diisopropylbenzamide FC=1C=CC(=C(C(=O)N(C(C)C)C(C)C)C1)OC=1C(=NC=NC1)N1C[C@@H](CC1)CN1CC2(C1)CCN(CC2)S(=O)(=O)N2CC1CNCC1C2